CC1=C(C=CC(=C1)N)NC1CCN(CC1)C 2-methyl-N1-(1-methylpiperidin-4-yl)benzene-1,4-diamine